C(#N)CCN1CC(=CC1)C1=C2C(=NC(=C1)NC(=O)C1CC1)NC=C2 N-(4-(1-(2-cyanoethyl)-2,5-dihydro-1H-pyrrol-3-yl)-1H-pyrrolo[2,3-b]pyridin-6-yl)cyclopropylcarboxamide